bis(2,6-dimethylphenyl)bis(methoxymethyl)silane CC1=C(C(=CC=C1)C)[Si](COC)(COC)C1=C(C=CC=C1C)C